silicon chromium oxygen [O].[Cr].[Si]